5-bromo-4,6-dichloro-2-fluoroisophthalonitrile BrC=1C(=C(C(=C(C#N)C1Cl)F)C#N)Cl